N-(3,4-dimethylphenyl)-2-(methoxymethyl)-6-({[2-(trifluoromethyl)phenyl]carbonyl}amino)-1H-benzimidazole-4-carboxamide CC=1C=C(C=CC1C)NC(=O)C1=CC(=CC=2NC(=NC21)COC)NC(=O)C2=C(C=CC=C2)C(F)(F)F